O[C@H]1C[C@@H]2CCN([C@@H]2CC1)C(=O)OCCCC butyl (3aS,5R,7aR)-5-hydroxyoctahydro-1H-indole-1-carboxylate